7-cyclopentyl-N-ethyl-N-methyl-2-((3-(4-methyl-1H-imidazol-1-yl)-5-(trifluoromethyl)phenyl)amino)-7H-pyrrolo[2,3-d]pyrimidine-6-carboxamide C1(CCCC1)N1C(=CC2=C1N=C(N=C2)NC2=CC(=CC(=C2)C(F)(F)F)N2C=NC(=C2)C)C(=O)N(C)CC